2-(2-octyl-10-(2-octylcyclopropyl)decyl)pyrrolidin C(CCCCCCC)C(CC1NCCC1)CCCCCCCCC1C(C1)CCCCCCCC